N1CC(C1)OC1=CC(=NC=C1F)C1=NN(C(=C1C)C(=O)N)C 3-(4-(azetidin-3-yloxy)-5-fluoropyridin-2-yl)-1,4-dimethyl-1H-pyrazole-5-carboxamide